sodium {[4-({[4-bromo-3-(3-chloro-5-cyanophenoxy)-2-fluorophenyl]acetyl}amino)-3-chlorophenyl]-sulfonyl}(propanoyl)azanide BrC1=C(C(=C(C=C1)CC(=O)NC1=C(C=C(C=C1)S(=O)(=O)[N-]C(CC)=O)Cl)F)OC1=CC(=CC(=C1)C#N)Cl.[Na+]